(S)-quinuclidin-3-yl (5'-(3-(trifluoromethyl)phenyl)-1',3'-dihydrospiro[cyclopropane-1,2'-inden]-1'-yl)carbamate FC(C=1C=C(C=CC1)C=1C=C2CC3(C(C2=CC1)NC(O[C@@H]1CN2CCC1CC2)=O)CC3)(F)F